OC1C(COCC1N1C2=CC=CC=C2OC=2C=CC=CC12)NS(=O)(=O)C=1C=C(C=CC1)NC(OC(C)(C)C)=O tert-butyl (3-(N-(4-hydroxy-5-(10H-phenoxazin-10-yl)tetrahydro-2H-pyran-3-yl)sulfamoyl)phenyl)carbamate